(2R,3S)-3-(((S)-1-phenylethyl)amino)pyrrolidine-1,2-dicarboxylic acid 1-(tert-butyl) ester 2-methyl ester COC(=O)[C@@H]1N(CC[C@@H]1N[C@@H](C)C1=CC=CC=C1)C(=O)OC(C)(C)C